NC1C(=C(C=CC1)C)O 2-amino-6-methyl-3H-phenol